3-(Diethoxy-phosphoryloxy)-3H-benzo[d][1,2,3]triazin-4-on C(C)OP(=O)(ON1N=NC2=C(C1=O)C=CC=C2)OCC